ClC=1C=C(NC2(CCC3(C(CC4=CC=C(C=C34)CS(=O)(=O)O)C[C@H](COC3=CC=NC=4CCC[C@H](C34)C)C)CC2)C(=O)O)C=CC1 4-(3-Chloroanilino)-2'-[(2R)-2-methyl-3-{[(5R)-5-methyl-5,6,7,8-tetrahydroquinolin-4-yl]oxy}propyl]-6'-(sulfomethyl)-2',3'-dihydrospiro[cyclohexane-1,1'-indene]-4-carboxylic acid